CC1(CCSC2=CC=C(C=C12)C#CC1=CC=C(C=N1)C(=O)OCC)C ethyl 6-[2-(4,4-dimethyl-2,3-dihydrothiochromen-6-yl)ethynyl]pyridine-3-carboxylate